2-[2-(1,1-difluoroethyl)-4,6-dimethylpyrimidin-5-yl]sulfonyl-6-(oxan-4-ylmethyl)-2,6-diazaspiro[3.3]heptane FC(C)(F)C1=NC(=C(C(=N1)C)S(=O)(=O)N1CC2(C1)CN(C2)CC2CCOCC2)C